(2S,6S)-2'-chloro-2-cyclopropyl-6-methyl-1-(2,2,2-trifluoroacetyl)spiro[piperidine-4,7'-thieno[2,3-c]pyran]-4'-one ClC1=CC2=C(C3(OCC2=O)C[C@H](N([C@H](C3)C)C(C(F)(F)F)=O)C3CC3)S1